Cl.Cl.NC1=C(C=NC=C1)C=O 4-AMINO-PYRIDINE-3-CARBALDEHYDE DIHYDROCHLORIDE